C(C)C(C1=CC=CC=C1)N α-Ethylbenzylamine